Cl.FC(C1=CC=C(CN2CCNCC2)C=C1)(F)F 1-(4-(trifluoromethyl)benzyl)piperazine hydrochloride